9,21-dimethyl-20-methylpregna-4-en-3-one C[C@@]12[C@]3(CCC(C=C3CC[C@H]1[C@@H]1CC[C@H](C(CC)C)[C@]1(CC2)C)=O)C